N=1C=NN2C1C=C(C=C2)OC2=C(C(=C(C=C2)NC=2C1=C(N=CN2)C=CC(=N1)N(C1CCN(CC1)C(=O)OC(C)(C)C)C)F)C tert-butyl 4-((4-((4-([1,2,4]triazolo[1,5-a]pyridin-7-yloxy)-2-fluoro-3-methylphenyl)amino)pyrido[3,2-d]pyrimidin-6-yl)(methyl)amino)piperidine-1-carboxylate